(5R,6S)-4-Benzyl-5-(((tert-butyldiphenylsilyl)oxy)methyl)-2,2-difluoro-6-methylmorpholine C(C1=CC=CC=C1)N1CC(O[C@H]([C@H]1CO[Si](C1=CC=CC=C1)(C1=CC=CC=C1)C(C)(C)C)C)(F)F